N1=CC=C(C=C1)CO[C@H](C(=O)OC)C methyl (S)-2-(pyridin-4-ylmethoxy)propanoate